C(C)NCC1=NC=CC(=C1F)C1=CC(=CC=2C=COC21)COC2=C(C=CC=C2)CC(=O)O 2-(2-((7-(2-((ethylamino)methyl)-3-fluoropyridin-4-yl)benzofuran-5-yl)methoxy)phenyl)acetic acid